[NH4+].C(\C=C/C(=O)[O-])(=O)OCCC 1-propyl maleate ammonium salt